C1(=CC=CC=C1)N=C=NC(=C)C1=CC=CC=C1 1-phenyl-3-(1-phenylvinyl)carbodiimide